4-[1-(4-Amino-3-methyl-1H-pyrazolo[3,4-d]pyrimidin-1-yl)ethyl]-6-chloro-3-ethoxy-2-(2-oxo-1,3-oxazolidin-5-yl)benzonitrile NC1=C2C(=NC=N1)N(N=C2C)C(C)C2=C(C(=C(C#N)C(=C2)Cl)C2CNC(O2)=O)OCC